(R)-4-((3,5-dimethylisoxazol-4-yl)methyl)-1-ethyl-N-(1-methylcyclopropyl)-5-oxo-1,2,4,5-tetrahydroimidazo-[1,2-a]quinazoline-7-sulfonamide CC1=NOC(=C1CN1C=2N(C3=CC=C(C=C3C1=O)S(=O)(=O)NC1(CC1)C)[C@@H](CN2)CC)C